C(\C=C(/C)\CCC=C(C)C)CC(=O)[O-] Geranyl-Acetate